ClC1=CC=C(C(=N1)C(=O)O)NC(C)C1=C2N=C(C(=NC2=CC(=C1)C)C#N)N1CC(C2(CC2)CC1)(F)F 6-chloro-3-((1-(2-cyano-3-(4,4-difluoro-6-azaspiro[2.5]octan-6-yl)-7-methylquinoxalin-5-yl)ethyl)amino)picolinic acid